[(3-{8-bromo-3-[(trifluoromethyl)sulfanyl]imidazo[1,2-a]pyridin-2-yl}prop-2-yn-1-yl)amino]-3-methoxy-N-methylbenzamide BrC=1C=2N(C=CC1)C(=C(N2)C#CCNC2=C(C(=O)NC)C=CC=C2OC)SC(F)(F)F